FC1=C(C=O)C(=CC=C1)S(=O)(=O)C1=CC(=CC=C1)Cl 2-fluoro-6-((3-chlorophenyl)sulfonyl)benzaldehyde